2-(2-(4-bromophenyl)-5-(4-fluorophenyl)-2H-1,2,3-triazol-4-yl)-3-(4-nitrophenyl)oxazolidin-4-one BrC1=CC=C(C=C1)N1N=C(C(=N1)C1OCC(N1C1=CC=C(C=C1)[N+](=O)[O-])=O)C1=CC=C(C=C1)F